[Rh](Cl)(Cl)Cl.C(CN)N.C(CN)N.C(CN)N tri(ethylenediamine) rhodium trichloride